tert-butyl 3-(cyclopentyloxy)-4-((3-cyclopropyl-5-(pyrrolidin-1-yl)benzyl)amino)benzoate C1(CCCC1)OC=1C=C(C(=O)OC(C)(C)C)C=CC1NCC1=CC(=CC(=C1)N1CCCC1)C1CC1